Guanosine-5'-monophosphorothioate sodium salt [Na+].P([O-])([O-])(=S)OC[C@@H]1[C@H]([C@H]([C@@H](O1)N1C=NC=2C(=O)NC(N)=NC12)O)O.[Na+]